FC1(CNC(N(C1)CC1=CC=2N(N=C1)C=C(N2)[C@@H](NC(=O)C2=CC=NN2C(C([2H])([2H])[2H])([2H])[2H])C2CCC(CC2)(F)F)=O)F (S)-N-((7-((5,5-Difluoro-2-oxotetrahydropyrimidin-1(2H)-yl)methyl)imidazo[1,2-b]pyridazin-2-yl)(4,4-difluorocyclohexyl)methyl)-1-(ethyl-d5)-1H-pyrazole-5-carboxamide